C(=O)O.CC(C)(C)O 2-methylpropan-2-ol formate salt